FC1(CC(CCC1)CN1N=CC(=C1C(=O)NC1=CC(=CC=C1)S(=O)(=O)C)C(F)(F)F)F 2-[(3,3-difluorocyclohexyl)methyl]-N-(3-methylsulfonylphenyl)-4-(trifluoromethyl)pyrazole-3-carboxamide